CC=1C=C2C(=NNC2=CC1)C(=O)NC1=CC=CC=C1 5-methyl-N-phenyl-1H-indazole-3-carboxamide